8-amino-4,4-dimethyl-N-{3-[(4-methyl-1,4'-bipiperidin-1'-yl)methyl]phenyl}-4,5-dihydro-1H-pyrazolo[4,3-H]quinazoline-3-carboxamide NC1=NC=2C3=C(C(CC2C=N1)(C)C)C(=NN3)C(=O)NC3=CC(=CC=C3)CN3CCC(CC3)N3CCC(CC3)C